1-Cyclopropyl-6-fluoro-7-(4-(4-((3-hydroxy-4-(methoxycarbonyl)phenyl)amino)-4-oxobutanoyl)-3-methylpiperazin-1-yl)-8-methoxy-4-oxo-1,4-dihydroquinoline-3-carboxylic acid C1(CC1)N1C=C(C(C2=CC(=C(C(=C12)OC)N1CC(N(CC1)C(CCC(=O)NC1=CC(=C(C=C1)C(=O)OC)O)=O)C)F)=O)C(=O)O